[Na].C(CCCCCCC\C=C/CCCCCCCC)(=O)N(CCNCC(=O)O)CCO N-oleoyl-N-hydroxyethyl-N'-carboxymethylethylenediamine sodium